C1=CC(=CC=C1[C@H]2[C@H]3[C@H]([C@@H](C4=C3C=C(C=C4O)O)C5=CC=C(C=C5)O)C6=C2C(=CC(=C6)O)O)O The molecule is a tetracyclic stilbenoid that is a homodimer obtained by cyclodimerisation of resveratrol. It has a role as an antioxidant, an antifungal agent and a plant metabolite. It is a polyphenol, a stilbenoid and a carbopolycyclic compound. It derives from a resveratrol.